C(C)[C@H]1N(CCNC1)C(=O)OCC1=CC=CC=C1 (R)-benzyl 2-ethylpiperazine-1-carboxylate